2-(((3-([1,2,4]triazolo(1,5-a)pyridin-6-yl)phenyl)methyl-d2)amino)-1-(3,4-dichlorophenyl)ethan-1-ol N=1C=NN2C1C=CC(=C2)C=2C=C(C=CC2)C([2H])([2H])NCC(O)C2=CC(=C(C=C2)Cl)Cl